CC/C=C\\C[C@@H]1[C@H](CCC1=O)CC(=O)OC The molecule is a jasmonate ester that is the methyl ester of jasmonic acid. It has a role as a member of jasmonates, a plant metabolite and a plant hormone. It is a jasmonate ester and a methyl ester.